N-[5-[5-Cyclopropyl-4-(2-trimethylsilylethoxymethyl)-1,2,4-triazol-3-yl]-3-fluoro-2-methylphenyl]pyrazolo[1,5-a]pyridine-3-carboxamide C1(CC1)C=1N(C(=NN1)C=1C=C(C(=C(C1)NC(=O)C=1C=NN2C1C=CC=C2)C)F)COCC[Si](C)(C)C